ClC=1C=CC(=NC1)NC(=O)N1C(CC(C1)OCC)C(=O)N N1-(5-chloropyridin-2-yl)-4-ethoxypyrrolidine-1,2-dicarboxamide